N2-tert-butyl-N8-(3-chloro-4-(trifluoromethyl)phenyl)-9-(piperidin-4-yl)-9H-purine-2,8-diamine C(C)(C)(C)NC1=NC=C2N=C(N(C2=N1)C1CCNCC1)NC1=CC(=C(C=C1)C(F)(F)F)Cl